NC1=CN=CN(C1=O)CC1=C(C=C2[C@](NC(NC2=C1)=O)(C(F)(F)F)C#CC1CC1)F (S)-7-((5-amino-6-oxopyrimidin-1(6H)-yl)methyl)-4-(cyclopropylethynyl)-6-fluoro-4-(trifluoromethyl)-3,4-dihydroquinazolin-2(1H)-one